FC1=C(C#N)C=CC(=C1)C1=CC(=NN1C1=C(C=C(C=C1)N1C[C@H](CC1)OC)F)C(=O)N1C[C@@H](CCC1)NC 2-fluoro-4-(1-(2-fluoro-4-((S)-3-methoxypyrrolidine-1-yl)phenyl)-3-((R)-3-(methylamino)piperidine-1-carbonyl)-1H-pyrazole-5-yl)benzonitrile